tetrachloroquinoline ClC1=C2C(=C(C(=NC2=CC=C1)Cl)Cl)Cl